[Si](C)(C)(C(C)(C)C)O[C@H]1C[C@@H](OC1(CO)CO)N1C2=NC=NC(=C2N=C1)NC(C(C)C)=O N-{9-[(2R,4S)-4-[(tert-butyldimethylsilyl)oxy]-5,5-bis(hydroxymethyl)oxolan-2-yl]purin-6-yl}-2-methylpropanamide